p-tert-butoxy-α-methylstyrene C(C)(C)(C)OC1=CC=C(C(=C)C)C=C1